(8R,9R)-8,9-dimethoxy-2,2,15,15-tetramethylhexadecanedioic acid CO[C@H](CCCCCC(C(=O)O)(C)C)[C@@H](CCCCCC(C(=O)O)(C)C)OC